(3S)-1-(4-(2,6-dioxopiperidin-3-yl)-3,5-difluorophenyl)pyrrolidine-3-carboxylic acid O=C1NC(CCC1C1=C(C=C(C=C1F)N1C[C@H](CC1)C(=O)O)F)=O